CON(C(=O)C=1C=CC(=NC1)N(C(OC(C)(C)C)=O)CC(F)(F)F)C tert-Butyl (5-(methoxy(methyl)carbamoyl)pyridin-2-yl)(2,2,2-trifluoroethyl)carbamate